1-methyl-6-(4,4,5,5-tetramethyl-1,3,2-dioxaborolan-2-yl)pyridin-2(1H)-one CN1C(C=CC=C1B1OC(C(O1)(C)C)(C)C)=O